(3S)-N-[4-methyl-3-[2-(morpholin-4-yl)-6-(oxan-4-ylamino)pyridin-4-yl]phenyl]-3-(2,2,2-trifluoroethyl)pyrrolidine-1-carboxamide CC1=C(C=C(C=C1)NC(=O)N1C[C@@H](CC1)CC(F)(F)F)C1=CC(=NC(=C1)NC1CCOCC1)N1CCOCC1